(1s,4s)-4-aminocyclohexanol hydrochloride C1CC(CCC1N)O.Cl